potassium benzoyl peroxide C(C1=CC=CC=C1)(=O)OOC(C1=CC=CC=C1)=O.[K]